NC1=NC=CC=2N1C(=NC2C2CN(CCC2)C(C#CC)=O)C2=C(C=C(C=C2)OC2=NC=CC(=C2)C(F)(F)F)Cl 1-(3-(5-amino-3-(2-chloro-4-((4-(trifluoromethyl)pyridin-2-yl)oxy)phenyl)imidazo[1,5-c]pyrimidin-1-yl)piperidin-1-yl)but-2-yn-1-one